BrC=1C=C(C=CC1)N1C=NN=C1 4-(3-bromophenyl)-4H-1,2,4-triazole